(S)-3-((2R,3R,4S,5S)-5-((S)-2-hydroxy-4-methyl-3-methylene pent-4-en-1-yl)-3-methoxy-4-((phenylsulfonyl)methyl)tetrahydrofuran-2-yl)propane-1,2-diyl dibenzoate C(C1=CC=CC=C1)(=O)OC[C@H](C[C@H]1O[C@H]([C@@H]([C@H]1OC)CS(=O)(=O)C1=CC=CC=C1)C[C@@H](C(C(=C)C)=C)O)OC(C1=CC=CC=C1)=O